ClC1=C(C=CC=C1)N1CC2=CC=CC=C2C=N1 2-(2-chlorophenyl)-2,3-naphthyridin